(1S,3R)-3-(2-cyanoacetamido)-N-(4-(3,4-dihydro-2H-benzo[b][1,4]oxazin-8-yl)-5-methylpyridin-2-yl)cyclohexane-1-carboxamide C(#N)CC(=O)N[C@H]1C[C@H](CCC1)C(=O)NC1=NC=C(C(=C1)C1=CC=CC2=C1OCCN2)C